5-hydroxy-N,2-dimethyl-1-phenyl-4-(piperidin-1-ylmethyl)-1H-indole-3-carboxamide OC=1C(=C2C(=C(N(C2=CC1)C1=CC=CC=C1)C)C(=O)NC)CN1CCCCC1